OC1=C(OC2=CC(=CC(=C2C1=O)O)O)C1=CC(=C(C=C1)O)OC 3,5,7-trihydroxy-2-(4-hydroxy-3-methoxyphenyl)chromen-4-one